(3R,6S,9aS)-3,6-diisobutyl-8-(1-methylpiperidin-4-yl)-1-((E)-3-(thiazol-4-yl)acryloyl)tetrahydropyrazino[2,1-c][1,2,4]oxadiazine-4,7(3H,6H)-dione C(C(C)C)[C@@H]1C(N2[C@@H](N(O1)C(\C=C\C=1N=CSC1)=O)CN(C([C@@H]2CC(C)C)=O)C2CCN(CC2)C)=O